FC=1C=NC=C(C1C(C1=CC=C(C=C1)S(=O)C(F)(F)F)F)N1N=CC=N1 3-fluoro-4-[fluoro-[4-(trifluoromethylsulfinyl)phenyl]methyl]-5-(triazol-2-yl)pyridine